COC1=C(C=C(C=O)C=C1OC)C=O 4,5-dimethoxy-isophthalaldehyde